2-[2-(3-cyclopropyl-1H-pyrazol-1-yl)-5-(ethylsulfonyl)-1-methyl-1H-imidazol-4-yl]-3-methyl-6-(trifluoromethyl)-3H-imidazo[4,5-b]pyridine C1(CC1)C1=NN(C=C1)C=1N(C(=C(N1)C1=NC=2C(=NC=C(C2)C(F)(F)F)N1C)S(=O)(=O)CC)C